N(=NC(C(=O)O)(CC)C)C(C(=O)O)(CC)C.BrC1=NC(=CC(=C1)CO)Br 2,6-dibromo-4-pyridinemethanol 2,2'-azobis(methyl-2-Methylpropionate)